FC(S(=O)(=O)NC1=C(C=C(OC=2N=C(SC2C2=NC(=NC=C2)N[C@@H]2CN(C[C@H](C2)F)C(=O)OC(C)(C)C)C)C=C1F)F)F tert-butyl (3S,5S)-3-[[4-[4-[4-(difluoromethylsulfonylamino)-3,5-difluoro-phenoxy]-2-methyl-thiazol-5-yl]pyrimidin-2-yl]amino]-5-fluoro-piperidine-1-carboxylate